C1(CCC1)C=1C=C2C(=NN(C(C2=CC1)=O)CC(=O)NC1=NC=C(C=N1)F)OC1CC1 2-(6-cyclobutyl-4-cyclopropyloxy-1-oxophthalazin-2-yl)-N-(5-fluoropyrimidin-2-yl)acetamide